4,4'-dianilino-1,1'-binaphthyl-5,5'-disulfonic acid N(C1=CC=CC=C1)C1=CC=C(C=2C=CC=C(C12)S(=O)(=O)O)C1=CC=C(C=2C(=CC=CC12)S(=O)(=O)O)NC1=CC=CC=C1